ClC=1C=C(C=NC1N1CCC(CC1)(F)F)NC(=O)NC1=CNC=2C1=NC(=CC2)OCC(F)(F)F 1-(5-chloro-6-(4,4-difluoropiperidin-1-yl)pyridin-3-yl)-3-(5-(2,2,2-trifluoroethoxy)-1H-pyrrolo[3,2-b]pyridin-3-yl)urea